C(C)SC=1C(=CC2=C(N(C(N2C)=O)C)C1)C(=O)NC1=CC(=NC=C1NC)C(F)(F)F 6-ethylsulfanyl-1,3-dimethyl-N-[5-(methylamino)-2-(trifluoromethyl)-4-pyridinyl]-2-oxo-benzimidazole-5-carboxamide